C(C(C)C)(=O)O[C@@H]1C=C([C@H](C1(C)C)C)C |r| (1rs,4rs)-(3,4,5,5-tetramethyl-2-cyclopentenyl) isobutyrate